CC1(OC[C@H](O1)CC(CC=CC(=O)[O-])(C)O)C 5-(((R)-2,2-dimethyl-1,3-dioxolan-4-yl)methyl)-5-hydroxyhex-2-enoate